(S)-2-(4-(6-((4-chlorobenzyl)oxy)pyridin-2-yl)-2,5-difluorobenzyl)-1-(4,4-dimethyltetrahydrofuran-3-yl)-4-fluoro-1H-benzo[d]imidazole-6-carboxylic acid ClC1=CC=C(COC2=CC=CC(=N2)C2=CC(=C(CC3=NC4=C(N3[C@@H]3COCC3(C)C)C=C(C=C4F)C(=O)O)C=C2F)F)C=C1